N-methyl-6-(2-methylimidazo[1,2-a]pyrimidin-6-yl)-N-(2,2,6,6-tetramethylpiperidin-4-yl)[1,3]thiazolo[4,5-c]pyridin-2-amine CN(C=1SC2=C(C=NC(=C2)C=2C=NC=3N(C2)C=C(N3)C)N1)C1CC(NC(C1)(C)C)(C)C